Cyclobutyl-6-methyl-1-(tetrahydro-2H-pyran-2-yl)-4-(4,4,5,5-tetramethyl-1,3,2-dioxaborolan-2-yl)-1H-indazole C1(CCC1)C1=NN(C2=CC(=CC(=C12)B1OC(C(O1)(C)C)(C)C)C)C1OCCCC1